C(C)(C)(C)OC(=O)N[C@H](C(=O)OC(C)(C)C)CCS(=O)(=N)CCC(C(F)(F)F)N1N=CC=N1 tert-butyl (2s)-2-(tert-butoxycarbonylamino)-4-[[4,4,4-trifluoro-3-(triazol-2-yl)butyl]sulfonimidoyl]butanoate